1,2,2,2-tetrafluoroethylfluoromethyl ether FC(C(F)(F)F)C(F)OC(C(C(F)(F)F)F)F